N1C(=CC2=CC=CC=C12)C(=O)NCC(=O)N[C@@H](C)C(=O)N[C@H](CCC(=O)OCC)C(=O)OCC diethyl (1H-indole-2-carbonyl)glycyl-L-alanyl-D-glutamate